ethyl 6-(2,3-dihydro-4H-benzo[b][1,4]oxazin-4-yl)quinoline-4-carboxylate O1C2=C(N(CC1)C=1C=C3C(=CC=NC3=CC1)C(=O)OCC)C=CC=C2